4-(1-propionylindol-5-yl)-N-((tetrahydro-2H-pyran-4-yl)methyl)benzamide C(CC)(=O)N1C=CC2=CC(=CC=C12)C1=CC=C(C(=O)NCC2CCOCC2)C=C1